2-(3-{3-[1-(4-amino-3-methyl-1H-pyrazolo[3,4-d]pyrimidin-1-yl)ethyl]-5-chloro-6-cyano-2-ethoxyphenyl}azetidin-1-yl)-2-methylpropanoic acid bis(trifluoroacetate) FC(C(=O)O)(F)F.FC(C(=O)O)(F)F.NC1=C2C(=NC=N1)N(N=C2C)C(C)C=2C(=C(C(=C(C2)Cl)C#N)C2CN(C2)C(C(=O)O)(C)C)OCC